N-Ethyl-4-fluoro-N-[(4-methoxyphenyl)methyl]-3-(1-methylimidazol-4-yl)benzenesulfonamide C(C)N(S(=O)(=O)C1=CC(=C(C=C1)F)C=1N=CN(C1)C)CC1=CC=C(C=C1)OC